P(=O)(OCCOCC(F)(F)F)(OCCOCC(F)(F)F)OCCOCC(F)(F)F tris(2-(2,2,2-trifluoroethoxy)ethyl) phosphate